C(C=CC=CCCCCCCCCCCCC)=O 10E-heptadecadienal